FMOC-glycine C(=O)(OCC1C2=CC=CC=C2C2=CC=CC=C12)NCC(=O)O